3-methyl-1,2-oxathiolane 2,2-dioxide CC1S(OCC1)(=O)=O